Pentafluorobenzene 3-(2,4-Dioxotetrahydropyrimidin-1(2H)-yl)-4-methoxybenzoate O=C1N(CCC(N1)=O)C=1C=C(C(=O)O)C=CC1OC.FC=1C(=C(C(=C(C1)F)F)F)F